3-(p-tolylsulfonyl)urea C1(=CC=C(C=C1)S(=O)(=O)NC(N)=O)C